2-[(9S)-7-(4-chlorophenyl)-4,5,13-trimethyl-3-thia-1,8,11,12-tetrazatricyclo[8.3.0.02,6]trideca-2(6),4,7,10,12-pentaen-9-yl]-N-[4-[4-(4-piperidylmethyl)piperazin-1-yl]butyl]acetamide ClC1=CC=C(C=C1)C=1C=2C(=C(SC2N2C(=NN=C2[C@@H](N1)CC(=O)NCCCCN1CCN(CC1)CC1CCNCC1)C)C)C